4-(4-methoxybenzyl)-5-methyl-2,4-dihydro-3H-1,2,4-triazol-3-one COC1=CC=C(CN2C(NN=C2C)=O)C=C1